eicosa-5,8,11,14,17-pentenoic acid C(CCCC=CCC=CCC=CCC=CCC=CCC)(=O)O